N-(2-amino-2-oxoethyl)-3-(sec-butyl)-2-oxo-1,2,3,5-tetrahydro-4H-benzo[1,4]diazepine-4-carboxamide NC(CNC(=O)N1C(C(NC2=C(C1)C=CC=C2)=O)C(C)CC)=O